(2-methylthiopyrimidin-4-yl)methanol CSC1=NC=CC(=N1)CO